COC1=C(C=CC=C1)C=CC(=O)C=1C=CC2=C(CC(O2)(C)C)C1 3-(2-methoxyphenyl)-1-(2,2-dimethyl-2,3-dihydrobenzofuran-5-yl)-2-propen-1-one